methyl trans-4-(methylsulfonyloxymethyl)cyclohexanecarboxylate CS(=O)(=O)OC[C@@H]1CC[C@H](CC1)C(=O)OC